C(#N)C1=C(C=C(C=C1)NC(OC1=CC=CC=C1)=O)CCN1CCOCC1 phenyl (4-cyano-3-(2-morpholinoethyl)phenyl)carbamate